OCCOCCOC1=CC=C(C(=O)NC2=CC=C(C=C2)N2CCN(CC2)C2=NC=CC=C2)C=C1 4-(2-(2-Hydroxyethoxy)ethoxy)-N-(4-(4-(pyridin-2-yl)piperazin-1-yl)phenyl)benzamid